FC(F)(F)C1=C(C(=NC=C1)C1=NC=CC=C1)C(F)(F)F bistrifluoromethyl-2,2'-bipyridine